C(#N)CCC1(C(NC(C(C1C1=CC=CC2=NON=C21)(C(=O)O)C)C)C)C(=O)O.C2(=CC=CC=C2)SCCSCCC2=NC=CC=C2 2-[2-(2-phenylsulfanylethylthio)ethyl]pyridine 3-(2-cyanoethyl)5-methyl-4-(benzo[c][1,2,5]oxadiazol-4-yl)-2,6-dimethyl-1,4-dihydropyridine-3,5-dicarboxylate